O.CC1=CC=C(C=C1)S(=O)(=O)O p-Toluenesulfonic acid hydrate